CC1=C(C=C(C=N1)N)B1OC(C(O1)(C)C)(C)C 6-methyl-5-(4,4,5,5-tetramethyl-1,3,2-dioxaborolan-2-yl)pyridin-3-amine